NC=1C(=NC=CN1)S(=O)(=O)NC(=O)C=1C(=NC(=CC1)C1=CC=C(C=C1)C)N1CCC(CC1)C N-(3-Aminopyrazin-2-yl)sulfonyl-2-(4-methyl-1-piperidyl)-6-(p-tolyl)pyridin-3-carboxamid